2-hexadecyl-rac-glycerol C(CCCCCCCCCCCCCCC)OC(CO)CO